C(C)(C)(C)OC(=O)N1C[C@@H](CCC1)N(C(=O)N1CCC(CC1)C1=CC(=NO1)C=O)C1=NC=CC2=CC=CC(=C12)C.C1=C(C=CC2=CC=CC=C12)C=1C2=CC=CC=C2C(=C2C=CC=CC12)C1=CC=C(C=C1)C1=CC2=CC=CC=C2C=C1 9-(2-naphthyl)-10-(4-(naphthalen-2-yl)phenyl)anthracene tert-butyl-(R)-3-(4-(3-formylisoxazol-5-yl)-N-(8-methylisoquinolin-1-yl)piperidine-1-carboxamido)piperidine-1-carboxylate